OC[C@@H](C1=CC=CC=C1)N[C@@H](C(C1=CN(C2=CC=CC=C12)C)(C)C)C(=O)O Nα-[(1R)-2-hydroxy-1-phenylethyl]-β,β,1-trimethyl-L-tryptophane